C(C)(=O)NC1=NN(C=C1)C(=O)N1CCC2(CCCN2CC=2NC3=CC=C(C=C3C2)C(=O)O)CC1 2-((8-(3-acetamido-1H-pyrazole-1-carbonyl)-1,8-diazaspiro[4.5]dec-1-yl)methyl)-1H-indole-5-carboxylic acid